BrC(C#N)(CCC#N)CBr 2-bromo-2-bromomethylglutaronitrile